C(C=CC1=CC=CC=C1)(=O)NCCCCCCCCCCC(=O)O 11-cinnamoylaminoundecanoic acid